9-(2,4-difluorophenyl)-3-fluoro-7-((2S,4S)-2-(2-methoxypyridin-4-yl)tetrahydro-2H-pyran-4-yl)-2-methyl-4H-pyrazino[1,2-a]pyrimidin-4-one FC1=C(C=CC(=C1)F)C1=NC(=CN2C1=NC(=C(C2=O)F)C)[C@@H]2C[C@H](OCC2)C2=CC(=NC=C2)OC